tert-Butyl 6-bromo-4-methyl-2-(methylamino)-1H-benzo[d]imidazole-1-carboxylate BrC=1C=C(C2=C(N(C(=N2)NC)C(=O)OC(C)(C)C)C1)C